C(=O)(OC(C)(C)C)N[C@@H](CC(C)C)C(=O)OC1=C(C=CC=C1)P(C1=CC=CC=C1)C1=CC=CC=C1 N-Boc-leucine, 2-(diphenylphosphino)phenyl ester